4-(1-acryloyl-1,2,5,6-tetrahydropyridin-3-yl)-3-chloro-5,6-difluoro-2-methyl-1H-indole-7-carboxamide C(C=C)(=O)N1CC(=CCC1)C1=C2C(=C(NC2=C(C(=C1F)F)C(=O)N)C)Cl